5-bromo-3-(trifluoro-methyl)pyridin-2-amine BrC=1C=C(C(=NC1)N)C(F)(F)F